C(C1=CC=C(C=C1)C(C(C)(C)O)=O)C1=CC=C(C=C1)C(C(C)(O)C)=O 1,1'-(methylene-di-4,1-phenylene)bis[2-hydroxy-2-methyl-1-propanone]